OCCC1=NC=CC=C1N 2-hydroxyethyl-3-aminopyridine